tert-butyl 5-(1-(tert-butoxycarbonyl)-3-iodo-4,5-dihydro-1H-pyrrol-2-yl)-4-(1-(difluoromethyl) cyclopropane-1-carboxamido)-1H-indole-1-carboxylate C(C)(C)(C)OC(=O)N1C(=C(CC1)I)C=1C(=C2C=CN(C2=CC1)C(=O)OC(C)(C)C)NC(=O)C1(CC1)C(F)F